1-(methylaminomethyl)cyclopropanecarbonitrile CNCC1(CC1)C#N